(R)-2-ethyl-1-(trifluoroethyl)piperazine hydrochloride Cl.C(C)[C@H]1N(CCNC1)CC(F)(F)F